C(N)(=O)NCCC[C@@H](C(NC1=CC=C(C=C1)CO)=O)NC(=O)[C@H](C(C)C)NC(=O)CCCOCCOCCOCCOCC N-[(1S)-1-{[(1S)-4-(carbamoylamino)-1-{[4-(hydroxymethyl)phenyl]carbamoyl}butyl]carbamoyl}-2-methylpropyl]-3,6,9,12-tetraoxapentadecane-15-carboxamide